(4aR,8aS)-4a-methylhexahydro-1H-spiro[naphthalene-2,2'-[1,3]dioxolane]-5(3H)-one C[C@]12CCC3(OCCO3)C[C@@H]2CCCC1=O